tetrahydropyran-4-yl-1,3,5-triazine-2,4-diamine O1CCC(CC1)C1=NC(=NC(=N1)N)N